lead-barium [Ba].[Pb]